(-)-1-(4-fluoro-phenyl)-3-[(3S*,4R*,5R*)-4-(4-methoxy-phenyl)-5-methyl-2-oxopyrrolidin-3-yl]urea FC1=CC=C(C=C1)NC(=O)N[C@@H]1C(N[C@@H]([C@H]1C1=CC=C(C=C1)OC)C)=O |o1:11,14,15|